triethyleneglycol ethyl methyl ether COCCOCCOCCOCC